COC=1C(=CC=2C3=C(C=NC2C1)N(C(N3C=3C=NNC3)=O)C)C=3C=NN(C3)C 7-Methoxy-3-methyl-8-(1-methyl-1H-pyrazol-4-yl)-1-(1H-pyrazol-4-yl)-1,3-dihydroimidazo[4,5-c]-quinolin-2-one